4-(ethyl(3-hydroxypropyl)amino)butan-1-ol C(C)N(CCCCO)CCCO